6-chloro-N-[5-(3-fluoropropyl)-4-methoxy-pyrimidin-2-yl]-1H-indole-3-sulfonamide ClC1=CC=C2C(=CNC2=C1)S(=O)(=O)NC1=NC=C(C(=N1)OC)CCCF